methyl 4-bromo-4'-[(dimethylamino) methyl]-7-methylspiro[1,3-benzodioxole-2,1'-cyclohexane]-6-carboxylate BrC1=CC(=C(C=2OC3(CCC(CC3)CN(C)C)OC21)C)C(=O)OC